quinuclidin-4-amine hydrochloride Cl.N12CCC(CC1)(CC2)N